C(C)[C@]1(C(OCC=2C(N3CC=4C(=NC=5C=C(C(=CC5C4CNS(=O)(=O)C4=CC=CC=C4)OC)F)C3=CC21)=O)=O)O (S)-N-((4-ethyl-8-fluoro-4-hydroxy-9-methoxy-3,14-dioxo-3,4,12,14-tetrahydro-1H-pyrano[3',4':6,7]indolizino[1,2-b]quinolin-11-yl)methyl)benzenesulfonamide